((3R,5R)-1-cyano-5-methylpyrrolidin-3-yl)-2-(4-(3-(3-cyanobenzyl)-1,2,4-oxadiazol-5-yl)phenoxy)acetamide C(#N)N1C[C@@H](C[C@H]1C)C(C(=O)N)OC1=CC=C(C=C1)C1=NC(=NO1)CC1=CC(=CC=C1)C#N